C(C)OC([C@@H](NC(CCCCCCCCCCC)=O)C)=O N-lauroyl-alanine ethyl ester